ClC1=NC(N(C(=C1)C1=CC=CC=C1)C)=O 4-chloro-1-methyl-6-phenylpyrimidin-2(1H)-one